Sulfobenzazole S(=O)(=O)(O)C=1NC2=C(C1)C=CC=C2